(±)-ethyl 2-[4-[(1S)-1-[(4,5-dichloro-1-methyl-indole-2-carbonyl)amino]-2-hydroxy-ethyl]phenyl]-3-methyl-butanoate ClC1=C2C=C(N(C2=CC=C1Cl)C)C(=O)N[C@H](CO)C1=CC=C(C=C1)[C@H](C(=O)OCC)C(C)C |&1:24|